[Cl-].OC1[C@H](O)[C@@H](O)[C@H](O)[C@H](O1)CO D-glucopyranose chloride